BrC=1C=C2C(=NC1N1CCC(CCC1)(F)F)CCC2 bromo-2-(4,4-difluoroazepan-1-yl)-6,7-dihydro-5H-cyclopenta[b]pyridine